methyl 1-[6-(5-chloro-2-fluorophenyl)-4-[(2-{2-[(1S,4S)-5-methyl-2,5-diazabicyclo[2.2.1]heptan-2-yl]acetamido}pyridin-4-yl)amino]pyridazin-3-yl]azetidine-3-carboxylate ClC=1C=CC(=C(C1)C1=CC(=C(N=N1)N1CC(C1)C(=O)OC)NC1=CC(=NC=C1)NC(CN1[C@@H]2CN([C@H](C1)C2)C)=O)F